[Cl-].ClC1=CC=C(C=C1)[C@@H]1COC2=C(O1)C=CC=C2C2CC[NH2+]CC2 (R)-4-(2-(4-chlorophenyl)-2,3-dihydrobenzo[b][1,4]dioxin-5-yl)piperidin-1-ium chloride